7-Bromo-6-methoxy-[1,2,4]triazolo[4,3-a]pyridine BrC1=CC=2N(C=C1OC)C=NN2